O1C(COC2=NC=CC=C21)COC2=NC(N1C(C3=CC=C(C=C3CC1)OCC1=NC(=NO1)C)=C2)=O 2-(2,3-Dihydro-[1,4]dioxino[2,3-b]pyridin-2-ylmethoxy)-9-(3-methyl-[1,2,4]oxadiazol-5-ylmethoxy)-6,7-dihydro-pyrimido[6,1-a]isoquinolin-4-one